NC1=C2C(=NC=N1)N(N=C2C2=C(C=C(C=C2)OC2=CC=CC=C2)F)[C@H]2CN(CCC2)C(=O)C(C#N)=CC(C)(C)N2CC=1N(CC2)C=CN1 (R)-2-(3-(4-amino-3-(2-fluoro-4-phenoxyphenyl)-1H-pyrazolo[3,4-d]pyrimidin-1-yl)piperidine-1-carbonyl)-4-(5,6-dihydroimidazo[1,2-a]pyrazin-7(8H)-yl)-4-methylpent-2-enenitrile